(S)-1-(1-(2-(benzo[d][1,3]dioxol-5-ylamino)pyrimidin-4-yl)-1H-pyrazol-4-yl)-3-(1-(3-chlorophenyl)-2-hydroxyethyl)urea O1COC2=C1C=CC(=C2)NC2=NC=CC(=N2)N2N=CC(=C2)NC(=O)N[C@H](CO)C2=CC(=CC=C2)Cl